C=C(F)F difluoroethene